OCC=1C=C(C=CC1)NC(C1=CC(=CC=C1)Cl)=O N-(3-(hydroxymethyl)phenyl)-3-chlorobenzamide